3,5-dimethoxy-4-((1R,6R)-3-methyl-6-(prop-1-en-2-yl)cyclohex-2-enyl)phenyl 4-methylbenzenesulfonate CC1=CC=C(C=C1)S(=O)(=O)OC1=CC(=C(C(=C1)OC)[C@@H]1C=C(CC[C@H]1C(=C)C)C)OC